4-bromo-5-fluoro-2-methyl-N-(6-methylpyridin-2-yl)benzamide BrC1=CC(=C(C(=O)NC2=NC(=CC=C2)C)C=C1F)C